4-({[1-(2-Chlorobenzoyl)-4-methyl-3-[1-(pyrrolidin-1-sulfonyl)-3-(trifluoromethyl)piperazin-2-yl]-1H-pyrazol-5-yl]sulfanyl}methyl)benzol ClC1=C(C(=O)N2N=C(C(=C2SCC2=CC=CC=C2)C)C2N(CCNC2C(F)(F)F)S(=O)(=O)N2CCCC2)C=CC=C1